2-(methylthio)quinazoline tert-Butyl-(R)-3-(3-(dimethylamino)azetidin-1-yl)pyrrolidine-1-carboxylate C(C)(C)(C)OC(=O)N1C[C@@H](CC1)N1CC(C1)N(C)C.CSC1=NC2=CC=CC=C2C=N1